4-acetylpicolinic acid C(C)(=O)C1=CC(=NC=C1)C(=O)O